nickel bis(triphenylphosphine) bromide [Br-].C1(=CC=CC=C1)P(C1=CC=CC=C1)C1=CC=CC=C1.C1(=CC=CC=C1)P(C1=CC=CC=C1)C1=CC=CC=C1.[Ni+2].[Br-]